ClC1=CC=CC(=N1)C(CNC(OC(C)(C)C)=O)(C)C=1C(=NN(C1OC)C)C tert-butyl N-[2-(6-chloro-2-pyridyl)-2-(5-methoxy-1,3-dimethyl-pyrazol-4-yl)propyl]carbamate